[Na+].NCCCCC(=O)[O-] 5-aminovaleric acid, sodium salt